2-(4-ethyl-6-methylpyrazolo[1,5-a]pyrazin-2-yl)-7-{[2-(morpholin-4-yl)ethyl]amino}-4H-pyrido[1,2-a]pyrimidin-4-one C(C)C=1C=2N(C=C(N1)C)N=C(C2)C=2N=C1N(C(C2)=O)C=C(C=C1)NCCN1CCOCC1